N-methyl-piperidine-4-carboxylic acid CN1CCC(CC1)C(=O)O